(1R,2S,5S)-N-[cyano(4-isoquinolyl)methyl]-3-(5-cyclopropyl-1H-pyrrole-2-carbonyl)-6,6-dimethyl-3-azabicyclo[3.1.0]hexane-2-carboxamide C(#N)C(NC(=O)[C@@H]1[C@H]2C([C@H]2CN1C(=O)C=1NC(=CC1)C1CC1)(C)C)C1=CN=CC2=CC=CC=C12